(S)-(6-((2-amino-3-chloropyridin-4-yl)thio)-3-(6-amino-4,6-dihydrospiro[cyclopenta[d]oxazol-5,4'-piperidin]-1'-yl)-5-methylpyrazin-2-yl)methanol NC1=NC=CC(=C1Cl)SC1=C(N=C(C(=N1)CO)N1CCC2(CC1)[C@@H](C1=C(N=CO1)C2)N)C